5-(2,4-dihydroxy-5-isopropylphenyl)-N-ethyl-4-((4-(hydroxycarbamoyl)phenyl)ethynyl)isoxazole-3-carboxamide OC1=C(C=C(C(=C1)O)C(C)C)C1=C(C(=NO1)C(=O)NCC)C#CC1=CC=C(C=C1)C(NO)=O